Cl.C(C)OC(CCN(C1=NC=CC=C1)C(=O)C1=CC2=C(N(C(=N2)CNC2=CC=C(C=C2)\C=N/N)C)C=C1)=O N-[[z-[[[4-(aminoiminomethyl)phenyl]amino]methyl]-1-methyl-1H-benzimidazol-5-yl]carbonyl]-N-2-pyridinyl-β-alanine ethyl ester hydrochloride